C1(OOCCCN1)=O dioxacaprolactam